C1=CC=C2C=CC=C3C=4C=C5C(=CC4C1=C32)C=CC=C5 benz[k]fluoranthene